(E)-N-hydroxy-3-(4-((3-(4-methoxyphenyl)-2,4-dioxo-3,4-dihydroquinazolin-1(2H)-yl)methyl)phenyl)acryl-amide ONC(\C=C\C1=CC=C(C=C1)CN1C(N(C(C2=CC=CC=C12)=O)C1=CC=C(C=C1)OC)=O)=O